C1=C(C=CC2=CC=CC=C12)C=CC(=O)NC(=N)N 3-(2-naphthyl)acryloylguanidine